C(C)(C)(C)N1N=NC(=C1)C1=CC=C(C=C1)C(=O)N1CCN(CC1)C=1OC=2C(=NC(=CC2)C)N1 [4-(1-tert-butyltriazol-4-yl)phenyl]-[4-(5-methyloxazolo[4,5-b]pyridin-2-yl)piperazin-1-yl]methanone